N-methyl-1-(6-methyl-1,3-benzodioxolan-5-yl)propan-2-amine CNC(CC1=CC2=C(OCO2)C=C1C)C